CP(O[C@H]1O[C@H]([C@@H]([C@H]1O)O)[N+]1=CC(=CC=C1)C(=O)OCCN1C(N(C=2N=CN(C2C1=O)C)C)=O)([O-])=O ((2r,3r,4r,5r)-5-(3-((2-(3,7-dimethyl-2,6-dioxo-2,3,6,7-tetrahydro-1H-purin-1-yl) ethoxy) carbonyl) pyridin-1-ium-1-yl)-3,4-dihydroxytetrahydrofuran-2-yl) methylphosphonate